4-(4-(3-cyano-6-(1-methyl-1H-pyrazol-4-yl)pyrazolo[1,5-a]pyridin-4-yl)phenyl)piperidine-1-carboxylic acid tert-butyl ester C(C)(C)(C)OC(=O)N1CCC(CC1)C1=CC=C(C=C1)C=1C=2N(C=C(C1)C=1C=NN(C1)C)N=CC2C#N